Cl.Cl.COC(CCCCC(OC)=N)=N Dimethyladipimidat dihydrochlorid